OC(CN(CCCCC(=O)OCCN1CCN(CC1)CCSSCCCN(CC(CCCCC(=O)OC(C)C)O)CC(CCCCC(=O)OC(C)C)O)CC(CCCCC(OC(C)C)=O)O)CCCCC(=O)OC(C)C Diisopropyl 7,7'-((3-((2-(4-(2-((5-(bis(2-hydroxy-7-isopropoxy-7-oxoheptyl)amino)-pentanoyl)oxy)ethyl)piperazin-1-yl)ethyl)disulfaneyl)propyl)azanediyl)bis(6-hydroxyheptanoate)